Cl[Sn](CCCC)(Cl)Cl trichloro-monobutyl-tin